3-(4-chlorophenyl)-1-(2-phenylethyl)urea ClC1=CC=C(C=C1)NC(NCCC1=CC=CC=C1)=O